6-((1-((3-(aminomethyl)oxetan-3-yl)sulfonyl)cyclopropyl)methyl)-N-(4-cyanobenzyl)-1-methyl-7-oxo-4,5,6,7-tetrahydro-1H-pyrazolo[3,4-c]pyridine-3-carboxamide NCC1(COC1)S(=O)(=O)C1(CC1)CN1C(C2=C(CC1)C(=NN2C)C(=O)NCC2=CC=C(C=C2)C#N)=O